tert-Butyl (5-(1-(1-(5-bromopyridin-2-yl)-3-(difluoromethoxy)propyl)-1H-pyrazol-4-yl)-4-chlorothiazol-2-yl)(4-methoxybenzyl)carbamate BrC=1C=CC(=NC1)C(CCOC(F)F)N1N=CC(=C1)C1=C(N=C(S1)N(C(OC(C)(C)C)=O)CC1=CC=C(C=C1)OC)Cl